3-[2-(2-methoxyethoxy)ethoxy]-1-[(1r,4r)-4-[(2R,6S)-2,6-dimethylmorpholin-4-yl]cyclohexyl]-1H-pyrazol-4-amine dihydrochloride Cl.Cl.COCCOCCOC1=NN(C=C1N)C1CCC(CC1)N1C[C@H](O[C@H](C1)C)C